C(C=C)(=O)N1[C@H](CN(CC1)C1=NC(=NC=2CC(CCC12)N1CCCC2=CC=CC=C12)NC1CCNCC1)CC#N 2-((2S)-1-Acryloyl-4-(7-(3,4-dihydroquinolin-1(2H)-yl)-2-(piperidin-4-ylamino)-5,6,7,8-tetrahydroquinazolin-4-yl)piperazin-2-yl)acetonitrile